FC1(CCNCC1)CN1CCN(CC1)C1=NC=CC(=C1)C1=NNC2=CC=C(C=C12)OC1(CC1)C 3-[2-[4-[(4-fluoro-4-piperidinyl)methyl]piperazin-1-yl]-4-pyridinyl]-5-(1-methylcyclopropoxy)-1H-indazole